(2-(benzo[c][1,2,5]oxadiazol-5-ylmethoxy)-4-((2-fluoro-[1,1'-biphenyl]-3-yl)methoxy)-5-nitrobenzyl)-D-serine N=1ON=C2C1C=CC(=C2)COC2=C(CN[C@H](CO)C(=O)O)C=C(C(=C2)OCC=2C(=C(C=CC2)C2=CC=CC=C2)F)[N+](=O)[O-]